[1-(5-fluoro-4-iodo-pyrazol-1-yl)ethyl]piperidine-1-carboxylic acid tert-butyl ester C(C)(C)(C)OC(=O)N1C(CCCC1)C(C)N1N=CC(=C1F)I